NC=1C(=C(C(=NC1C1=NC=2C(C(=C(C(C2C=C1)=O)OC)N)=O)C(=O)O)C)C1=C(C(=C(C=C1)OC)OC)O 5-Amino-6-(7-amino-6-methoxy-5,8-dioxo-5,8-dihydroquinolin-2-yl)-4-(2-hydroxy-3,4-dimethoxyphenyl)-3-methylpyridine-2-carboxylic acid